tris[tris(trimethylsiloxy)siloxy]silylstyrene C[Si](O[Si](O[Si](O[Si](O[Si](C)(C)C)(O[Si](C)(C)C)O[Si](C)(C)C)(O[Si](O[Si](C)(C)C)(O[Si](C)(C)C)O[Si](C)(C)C)C=CC1=CC=CC=C1)(O[Si](C)(C)C)O[Si](C)(C)C)(C)C